(R)-5-(2,2-difluoro-7-((5-methoxy-7-methyl-1H-indol-4-yl)methyl)-7-azaspiro[3.5]nonan-6-yl)-3-fluoropicolinamide FC1(CC2(C1)C[C@@H](N(CC2)CC2=C1C=CNC1=C(C=C2OC)C)C=2C=C(C(=NC2)C(=O)N)F)F